C1(CCCCC1)CC1=NC(=NC(=N1)N1N=CC=C1)NC1COCC1 4-(cyclohexylmethyl)-6-(1H-pyrazol-1-yl)-N-(tetrahydrofuran-3-yl)-1,3,5-triazin-2-amine